FC1=C(C=CC(=C1)F)S(=O)(=O)NC1=CC=C2CCCN(C2=C1)S(=O)(=O)C1=C(C(=O)O)C=CC=C1 ((7-(2,4-difluorophenylsulfonylamino)-3,4-dihydroquinolin-1(2H)-yl)sulfonyl)benzoic acid